ClC=1C(=C(C=CC1F)N(C(=O)C1N(C(OC1)=O)C=1C2=C(N=C(N1)C)CCNC2)C)F N-(3-chloro-2,4-difluorophenyl)-N-methyl-3-(2-methyl-5,6,7,8-tetrahydropyrido[4,3-d]pyrimidin-4-yl)-2-oxooxazolidine-4-carboxamide